ClC=1C(=C(NC2=C(NC3=C2C(N[C@@H](C3)C)=O)C3=C(C=NC=C3)OC[C@@H]3CN(CCO3)C(=O)OC(C)(C)C)C=CC1)OC tert-butyl (2S)-2-[({4-[(6R)-3-(3-chloro-2-methoxyanilino)-6-methyl-4-oxo-4,5,6,7-tetrahydro-1H-pyrrolo[3,2-c]pyridin-2-yl]pyridin-3-yl}oxy)methyl]morpholine-4-carboxylate